2-(2,6-dioxopiperidin-3-yl)-5-(4-((4-(((R)-4-(6-(5-isopropoxy-1H-indazol-3-yl)pyrimidin-4-yl)morpholin-2-yl)methyl)piperazin-1-yl)methyl)piperidin-1-yl)isoindoline-1,3-dione O=C1NC(CCC1N1C(C2=CC=C(C=C2C1=O)N1CCC(CC1)CN1CCN(CC1)C[C@@H]1CN(CCO1)C1=NC=NC(=C1)C1=NNC2=CC=C(C=C12)OC(C)C)=O)=O